NC1=C2NC(N(C2=NC(=N1)NCCCC)CC1=CC=C(C(=O)NCC(=O)O)C=C1)=O N-(4-{[6-amino-2-(butylamino)-8-oxo-7,8-dihydro-9H-purin-9-yl]methyl}benzoyl)glycine